4-amino-N-(2-methoxyethyl)benzamide COCCNC(=O)C1=CC=C(C=C1)N